2,6,8-trimethyl-4-decanol CC(C)CC(CC(CC(CC)C)C)O